C(C1=CC=CC=C1)OC(=O)N1[C@H](C[C@@H](CC1)O)C1=CC=C(C=C1)C(=O)OC |r| (±)-trans-benzyl-4-hydroxy-2-(4-(methoxycarbonyl)phenyl)piperidine-1-carboxylate